C1(=CC=CC=C1)CCCCOC=1C=C(OC[C@@H](CNC(C)C)O)C=CC1OCCCCC1=CC=CC=C1 (R)-1-(3,4-Bis(4-phenylbutoxy)phenoxy)-3-(isopropylamino)propan-2-ol